C(#N)C=1C=C(C=CC1F)NC(=O)[C@@H]1[C@@H](N(CC1)C(=O)C=1NC(=CC1)C)C (2S,3S)-N-(3-cyano-4-fluorophenyl)-2-methyl-1-(5-methyl-1H-pyrrole-2-carbonyl)pyrrolidine-3-carboxamide